ETHYLENE GLYCOL MONOMETHYL ETHER COCCO